CC(C(C)C)[S-].[Li+] lithium 1,2-dimethylpropanethiolate